C(C)(C)(C)OC(=O)N(C(OC(C)(C)C)=O)C1=NN2C(C=C(C=C2)C2=NC(=CN=C2)C=2C(=NN(C2)[C@@H](C(C)(F)F)C2=CC=C(C=C2)F)C)=N1 |r| racemic-tert-butyl (tert-butoxycarbonyl)(7-(6-(1-(2,2-difluoro-1-(4-fluorophenyl)propyl)-3-methyl-1H-pyrazol-4-yl)pyrazin-2-yl)-[1,2,4]triazolo[1,5-a]pyridin-2-yl)carbamate